FC1=CC(=C(C=C1)C=1C2=C(C(=NC1C1=NN3C(CN(CC3)C(C=C)=O)=C1)C=1C=C3CCNC(C3=CC1)=O)C=CS2)OC(C)C 6-[7-(4-fluoro-2-isopropoxy-phenyl)-6-(5-prop-2-enoyl-6,7-dihydro-4H-pyrazolo[1,5-a]pyrazin-2-yl)thieno[3,2-c]pyridin-4-yl]-3,4-dihydro-2H-isoquinolin-1-one